COC1=NN(N=C1)C1=C(C=CC(=C1)[N+](=O)[O-])C 4-methoxy-2-(2-methyl-5-nitrophenyl)-2H-1,2,3-triazole